2,2-dimethylolpropanoic acid C(O)C(C(=O)O)(C)CO